OC1CCC(CC1)OC1=NC=CC(=N1)C1=CC=2C=NC(=CC2N1)NC(=O)C=1C=NN(C1)C N-(2-(2-((1s,4s)-4-hydroxycyclohexyloxy)pyrimidin-4-yl)-1H-pyrrolo[3,2-c]pyridin-6-yl)-1-methyl-1H-pyrazole-4-carboxamide